N-(2,5-dichloropyrimidin-4-yl)-4-fluoroindolin-7-amine ClC1=NC=C(C(=N1)NC=1C=CC(=C2CCNC12)F)Cl